N1=C2C(=NC=C1)NC=C2C=2SC=C(N2)C=2C=C(C=CC2)[C@@]2(COC1=C2C=CN=C1)O (R)-3-(3-(2-(5H-Pyrrolo[2,3-b]pyrazin-7-yl)thiazol-4-yl)phenyl)-2,3-dihydrofuro[3,2-d]pyridin-3-ol